C(C1CO1)C=C(C(=O)O)C.C(C(=C)C)(=O)OCC1CO1 glycidyl methacrylate (GLYCIDYL METHYLACRYLATE)